4-[[(7S)-1-[2-[[(1S)-1-(2,2-difluoro-1,3-benzodioxol-5-yl)-2-methyl-propyl]amino]-4-pyridinyl]-3-(trifluoromethyl)-4,5,6,7-tetrahydroindazol-7-yl]oxy]benzoic acid FC1(OC2=C(O1)C=CC(=C2)[C@H](C(C)C)NC2=NC=CC(=C2)N2N=C(C=1CCC[C@@H](C21)OC2=CC=C(C(=O)O)C=C2)C(F)(F)F)F